ethyl (E)-8-(3-benzylidene-2,5-dioxopyrrolidinyl)octanoate C(/C1=CC=CC=C1)=C/1\C(N(C(C1)=O)CCCCCCCC(=O)OCC)=O